2-acetamido-2-deoxy-mannose C(C)(=O)N[C@H](C=O)[C@@H](O)[C@H](O)[C@H](O)CO